ClC1=CC(=C(C=C1)[C@@]1(OC2=C(O1)C=CC=C2C2CCN(CC2)CC2=NC1=C(N2C[C@H]2OCC2)C=C(C=C1)C(=O)O)C)F 2-((4-((S)-2-(4-chloro-2-fluorophenyl)-2-methylbenzo[d][1,3]dioxol-4-yl)piperidin-1-yl)methyl)-1-(((S)-oxetan-2-yl)methyl)-1H-benzo[d]imidazole-6-carboxylic acid